3-Amino-6-chloro-4-(3-hydroxy-2,6-dimethyl-phenyl)quinoline-2-carboxamide NC=1C(=NC2=CC=C(C=C2C1C1=C(C(=CC=C1C)O)C)Cl)C(=O)N